N-benzyl-3-{2-cyano-1-[4-(7H-pyrrolo[2,3-d]pyrimidin-4-yl)-1H-pyrazol-1-yl]ethyl}-N-methylbenzenesulfonamide C(C1=CC=CC=C1)N(S(=O)(=O)C1=CC(=CC=C1)C(CC#N)N1N=CC(=C1)C=1C2=C(N=CN1)NC=C2)C